BrC(C(=O)C1=C(C#N)C=C(C=C1)F)C 2-(2-Bromo-propionyl)-5-fluoro-benzonitrile